ClC=1C(=NC(=NC1)N[C@@H]1C[C@H](C1)C(=O)NC)C1=NNC(=C1)C1CC1 trans-(1r,3r)-3-((5-chloro-4-(5-cyclopropyl-1H-pyrazol-3-yl)pyrimidin-2-yl)amino)-N-methylcyclobutane-1-carboxamide